BrC=1C=C(C(=O)O)C=C(C1)OC(C)(C)C#N 3-Bromo-5-(1-cyano-1-methyl-ethoxy)benzoic acid